C(C)N1C=C(C(C2=CC(=C(C=C12)N1CCN(CC1)C(CCC(=O)NC1=CC(=C(C=C1)C(=O)OC)O)=O)F)=O)C(=O)O 1-Ethyl-6-fluoro-7-(4-(4-((3-hydroxy-4-(methoxycarbonyl)phenyl)amino)-4-oxobutanoyl)piperazin-1-yl)-4-oxo-1,4-dihydroquinoline-3-carboxylic acid